BrC1=CC2=C(C=CO2)C(=C1)OC 6-bromo-4-methoxybenzofuran